N-α-chloroacetyl-3-chloro-L-phenylalanine ClCC(=O)N[C@@H](CC1=CC(=CC=C1)Cl)C(=O)O